C(CCCCCCCCC)OC(CCCBr)=O decyl-4-bromobutyrate